N-(5-bromo-2-methoxyphenyl)-7-fluoro-6-nitroquinazolin-4-amine BrC=1C=CC(=C(C1)NC1=NC=NC2=CC(=C(C=C12)[N+](=O)[O-])F)OC